C(C1=CC=CC=C1)=C1C(NC(C(N1)=O)=C([2H])C=1N=CNC1C(C)(C)C)=O 3-(benzylidene)-6-((5-(tert-butyl)-1H-imidazol-4-yl)methylene-d)piperazine-2,5-dione